1-[4-[[2-methoxy-4-(4,4,5,5-tetramethyl-1,3,2-dioxaborolan-2-yl)phenyl]methylamino]-1-piperidyl]ethanone COC1=C(C=CC(=C1)B1OC(C(O1)(C)C)(C)C)CNC1CCN(CC1)C(C)=O